[Cl-].CC(CCCCC(CC)C)[NH+](CCCCCC)CCCCCC 1,6-dimethyl-n-octyl-dihexyl-ammonium chloride